1,3-bis(3-cyanopropyl)imidazolium chloride [Cl-].C(#N)CCCN1C=[N+](C=C1)CCCC#N